CC=1N(C(=CC1)C)C1=CC=CC=C1 2,5-dimethyl-1-phenyl-1H-pyrrole